(R)-N-(6-(cyclopropyl-methoxy)-pyridazin-3-yl)-2-((1S,3R)-4,4-difluoro-3-(6-oxo-1,6-dihydro-pyridin-3-yl)-cyclohexyl)-propanamide C1(CC1)COC1=CC=C(N=N1)NC([C@H](C)[C@@H]1C[C@@H](C(CC1)(F)F)C1=CNC(C=C1)=O)=O